4-((2-(dimethylphosphoryl)phenyl)amino)-5-(trifluoromethyl)pyrimidine CP(=O)(C)C1=C(C=CC=C1)NC1=NC=NC=C1C(F)(F)F